CC1=C(C=CC(=C1)C)C(/C=C/C1=CC=C(C=C1)\C=C\1/C(N(C(S1)=S)CC(=O)O)=O)=O 2-[(5E)-5-[[4-[(E)-3-(2,4-Dimethylphenyl)-3-oxoprop-1-enyl]phenyl]methylidene]-4-oxo-2-sulfanylidene-1,3-thiazolidin-3-yl]acetic acid